2,5-bis(trifluoromethyl)pyromellitic acid FC(C1(C(C(=O)O)=CC(C(=C1)C(=O)O)(C(=O)O)C(F)(F)F)C(=O)O)(F)F